N-(2-Chloro-4-(trifluoromethyl)phenyl)-2-(5-ethyl-7-oxo-2-phenoxy-6-(piperazin-1-yl)-[1,2,4]triazolo[1,5-a]pyrimidin-4(7H)-yl)acetamide ClC1=C(C=CC(=C1)C(F)(F)F)NC(CN1C=2N(C(C(=C1CC)N1CCNCC1)=O)N=C(N2)OC2=CC=CC=C2)=O